NC1=NC=2C=C(C(=CC2C2=C1COC2)C(=O)N(C)[C@@H]2COC1=C2C=CC(=C1)C#CC=1C(=NN(C1)C)C)Cl (S)-4-amino-7-chloro-N-(6-((1,3-dimethyl-1H-pyrazol-4-yl)ethynyl)-2,3-dihydrobenzofuran-3-yl)-N-methyl-1,3-dihydrofuro[3,4-c]quinoline-8-carboxamide